CC1=C(C(=O)C(=C(C1=O)O)OC)C/C=C(\\C)/CC/C=C(\\C)/CC/C=C(\\C)/CC/C=C(\\C)/CC/C=C(\\C)/CC/C=C(\\C)/CC/C=C(\\C)/CC/C=C(\\C)/CC/C=C(\\C)/CCC=C(C)C The molecule is a polyprenylbenzoquinone that is fumigatin which is substituted by an all-trans-decaprenyl group at position 6. It has a role as a human metabolite. It is a polyprenylbenzoquinone and a member of monohydroxy-1,4-benzoquinones.